ClC1=C(C(=CC=C1Cl)F)C1(CN(C1)C(=O)OC(C)(C)C)NC=1C=C2C(N(C=NC2=C(C1)F)C(C)C)=O tertbutyl 3-(2,3-dichloro-6-fluorophenyl)-3-(8-fluoro-3-isopropyl-4-oxo-3,4-dihydro-6-quinazolinylamino)-1-azetidinecarboxylate